2-((2R,5S)-2,5-dimethylpiperazin-1-yl)-2-(5-(trifluoromethyl)pyridin-2-yl)ethan-1-ol C[C@H]1N(C[C@@H](NC1)C)C(CO)C1=NC=C(C=C1)C(F)(F)F